rhodium-iron [Fe].[Rh]